(2-fluorophenyl)-2-((4-(trifluoromethyl)benzyl)thio)benzo[d]oxazole FC1=C(C=CC=C1)C1=CC=CC2=C1N=C(O2)SCC2=CC=C(C=C2)C(F)(F)F